C(C)(C)(C)C=1C=C(N)C(=CC1)C(C)(C)C 3,6-di-t-butylaniline